[1-[2-[tert-butyl(dimethyl)silyl]oxyethyl]-5-methyl-pyrazol-3-yl]methanol [Si](C)(C)(C(C)(C)C)OCCN1N=C(C=C1C)CO